tert-butyl (S)-2-(6-(3-methyl-1H-pyrrolo[2,3-b]pyridin-5-yl)-2-(4-methylpyrimidine-5-carbonyl)-1,2,3,4-tetrahydroisoquinolin-8-yl)pyrrolidine-1-carboxylate CC1=CNC2=NC=C(C=C21)C=2C=C1CCN(CC1=C(C2)[C@H]2N(CCC2)C(=O)OC(C)(C)C)C(=O)C=2C(=NC=NC2)C